(4aS,14aS)-N-[(2,4-Difluorophenyl)methyl]-9-hydroxy-8,10-dioxo-2,3,4,4a,5,6,8,10,14,14a-decahydro-1H-pyrido[1,2-c]pyrido[1',2':4,5]pyrazino[1,2-a]pyrimidine-11-carboxamide FC1=C(C=CC(=C1)F)CNC(=O)C=1C(C(=C2N(C[C@@H]3N(CC[C@H]4N3CCCC4)C2=O)C1)O)=O